NC1=C(C=C(CNC(OC(C)(C)C)=O)C=C1)OC(C)C tert-butyl (4-amino-3-isopropoxybenzyl)carbamate